C[C@@H](CCC[C@@H](C)CCC/C(=C/COP(=O)([O-])[O-])/C)CCCC(C)C The molecule is an organophosphate oxoanion obtained by deprotonation of the diphosphate OH groups of phytyl phosphate. It is a conjugate base of a phytyl phosphate.